BrCCCOC1=CC=C(C=C1)OC 1-(3-bromopropyloxy)-4-methoxybenzene